N-(3-chloro-1H-indol-7-yl)-1-(2,2,2-trifluoroethyl)pyrazole-4-sulfonamide ClC1=CNC2=C(C=CC=C12)NS(=O)(=O)C=1C=NN(C1)CC(F)(F)F